(R)-1-(3,3-difluoro-2,3-dihydrobenzofuran-7-yl)ethane-1-amine hydrochloride Cl.FC1(COC2=C1C=CC=C2[C@@H](C)N)F